NC=1C=CC(NC1)(CC#N)C 5-Amino-2-methylpyridineAcetonitrile